[I-].NCC1=[N+](C2=C(N1CC)C=C(C=C2)Cl)CC 2-(aminomethyl)-6-chloro-1,3-diethyl-1H-1,3-benzodiazol-3-ium iodide